(imidazo[1,2-a]pyrimidin-6-yl)-2-(4-(4-methyl-4H-1,2,4-triazol-3-yl)piperidin-1-yl)benzonitrile N=1C=CN2C1N=CC(=C2)C=2C(=C(C#N)C=CC2)N2CCC(CC2)C2=NN=CN2C